1-[4-(2,3-Dimethylphenyl)piperazin-1-yl]-2-{3-[6-(hydroxymethyl)-3-azabicyclo[3.1.0]hexan-3-carbonyl]-5,6-dihydrocyclopenta[c]pyrazol-1(4H)-yl}ethan-1-on CC1=C(C=CC=C1C)N1CCN(CC1)C(CN1N=C(C2=C1CCC2)C(=O)N2CC1C(C1C2)CO)=O